(2S,4R)-1-[2-(1-ethyl-2-oxo-1,2-dihydropyridin-3-yl)acetyl]-4-fluoro-N-[(S)-[6-fluoro-5-(propan-2-yl)pyridin-2-yl](phenyl)methyl]pyrrolidine-2-carboxamide C(C)N1C(C(=CC=C1)CC(=O)N1[C@@H](C[C@H](C1)F)C(=O)N[C@@H](C1=CC=CC=C1)C1=NC(=C(C=C1)C(C)C)F)=O